C(CCC)N(C1=NC(=NC(=N1)S)S)CCCC 6-(di-n-butylamino)-1,3,5-triazine-2,4-dithiol